6-bromo-4-(4-(2-hydroxybenzyl)piperazin-1-yl)-2-oxo-1-(prop-2-yn-1-yl)-1,2-dihydro-1,5-naphthyridine BrC=1N=C2C(=CC(N(C2=CC1)CC#C)=O)N1CCN(CC1)CC1=C(C=CC=C1)O